Cl.[C@@H]12N(CCN[C@H]2CC1)C1=CC=CC(=N1)OCC1=C(C=C(C#N)C=C1)F |r| rac-4-(((6-((1R,6S)-2,5-diazabicyclo[4.2.0]octan-2-yl)pyridin-2-yl)oxy)methyl)-3-fluorobenzonitrile hydrochloride